2-fluoro-8-chloro-4-methoxy-3-(3-methylpiperazin-1-yl)-5-cyclopropyl-5H-indolo[3,2-c]quinoline FC=1C=C2C=3C(=CN(C2=C(C1N1CC(NCC1)C)OC)C1CC1)C1=CC(=CC=C1N3)Cl